1-((2,4-dinitrophenyl)sulfonyl)piperidin-4-yl ((S)-1-(((S)-1-(benzo[d]thiazol-2-yl)-5-guanidino-1-oxopentan-2-yl)amino)-4-methyl-1-oxopentan-2-yl)carbamate S1C(=NC2=C1C=CC=C2)C([C@H](CCCNC(=N)N)NC([C@H](CC(C)C)NC(OC2CCN(CC2)S(=O)(=O)C2=C(C=C(C=C2)[N+](=O)[O-])[N+](=O)[O-])=O)=O)=O